FC=1C=C(C(=NC1)O[C@H](CCNC(OC(C)(C)C)=O)C)[C@@H]1N(CCC1)C1=NC=2N(CC1)N=CC2N tert-butyl ((S)-3-((5-fluoro-3-((R)-1-(3-amino-6,7-dihydropyrazolo[1,5-a]pyrimidin-5-yl)pyrrolidin-2-yl)pyridin-2-yl)oxy)butyl)carbamate